(2S,4R)-1-(2-(3-acetyl-5-(2-methylpyrimidin-5-yl)-1H-indazol-1-yl)acetyl)-4-fluoro-N-(2-(trifluoromethoxy)ethyl)pyrrolidine-2-carboxamide C(C)(=O)C1=NN(C2=CC=C(C=C12)C=1C=NC(=NC1)C)CC(=O)N1[C@@H](C[C@H](C1)F)C(=O)NCCOC(F)(F)F